N-(2-(difluoromethoxy)-1-(3-(difluoromethoxy)phenyl)ethyl)-4,4-dimethyl-3-oxopentanamide FC(OCC(C1=CC(=CC=C1)OC(F)F)NC(CC(C(C)(C)C)=O)=O)F